N-(3-Chloro-4-fluorophenyl)-4-(5-hydroxy-5-(3-((2-hydroxy-2-methylpropyl)amino)-1-methyl-1H-pyrazol-5-yl)octahydropentalen-2-yl)-1-methyl-1H-imidazole-5-carboxamide ClC=1C=C(C=CC1F)NC(=O)C1=C(N=CN1C)C1CC2CC(CC2C1)(C1=CC(=NN1C)NCC(C)(C)O)O